C(C1=CC=CC=C1)N(C(C)=O)C(=CSC#N)C1=CC=CC=C1 N-benzyl-N-(1-phenyl-2-thiocyanatovinyl)acetamide